hydrogen Phosphinate [PH2](O)=O